oxazolylaniline O1C(=NC=C1)NC1=CC=CC=C1